O1CCC(CC1)N1CC(OCC1)CN 4-(tetrahydropyran-4-yl)-2-aminomethylmorpholine